(R)-5-(4-methyl-8-(piperazin-1-yl)-3,4-dihydropyrazino[1,2-b]indazole-2(1H)-yl)quinoline-8-carbonitrile C[C@@H]1CN(CC=2N1N=C1C=C(C=CC21)N2CCNCC2)C2=C1C=CC=NC1=C(C=C2)C#N